(S)-3-(1-(6-(1-amino-1,3-dihydro-spiro[indene-2,4'-piperidin]-1'-yl)-4-oxo-4,5-dihydro-1H-pyrazolo[3,4-d]pyrimidin-3-yl)vinyl)benzenesulfonamide N[C@@H]1C2=CC=CC=C2CC12CCN(CC2)C=2NC(C1=C(N2)NN=C1C(=C)C=1C=C(C=CC1)S(=O)(=O)N)=O